ethyl (S)-3-(6-hydroxypyridin-3-yl)-3-(3-(3-(5,6,7,8-tetrahydro-1,8-naphthyridin-2-yl)propyl)-1H-pyrazol-1-yl)propanoate OC1=CC=C(C=N1)[C@H](CC(=O)OCC)N1N=C(C=C1)CCCC1=NC=2NCCCC2C=C1